CC1(CC(C1)N1C(N([C@@H](C1)C#N)C1=CN=CC2=CC=CC=C12)=O)C (S)-1-(3,3-dimethylcyclobutyl)-3-(isoquinolin-4-yl)-2-oxoimidazoline-4-carbonitrile